N=1N(N=C2C1C=CC=C2)C2=C(C=CC=C2)O 2-(2H-benzo[d][1,2,3]triazol-2-yl)phenol